5-(2-fluoro-6-hydroxy-3-(3-(3-methoxyprop-1-yn-1-yl)-1H-pyrazol-5-yl)phenyl)-1,2,5-thiadiazolidin-3-one 1,1-dioxide FC1=C(C(=CC=C1C1=CC(=NN1)C#CCOC)O)N1CC(NS1(=O)=O)=O